racemic-7-(3-fluoro-2-(1-(1-(4-fluorophenyl)ethyl)-1H-pyrazol-4-yl)pyridin-4-yl)-[1,2,4]triazolo[1,5-a]pyridin-2-amine FC=1C(=NC=CC1C1=CC=2N(C=C1)N=C(N2)N)C=2C=NN(C2)[C@H](C)C2=CC=C(C=C2)F |r|